methyl 1-methyl-2-oxo-pyrrolidine-3-carboxylate CN1C(C(CC1)C(=O)OC)=O